C1=CC=CC=2C3=CC=CC=C3C(C12)COC(=O)NCC[C@@H](C(=O)O)N (S)-4-((((9H-fluoren-9-yl)methoxy)carbonyl)amino)-2-aminobutanoic acid